(S)-Methyl 2-(4-(2-(2-chloro-4-(3-(4-cyano-3-(trifluoromethyl)phenyl)-5,5-dimethyl-4-oxo-2-thioxoimidazolidin-1-yl)phenoxy)ethyl)piperazin-1-yl)propanoate ClC1=C(OCCN2CCN(CC2)[C@H](C(=O)OC)C)C=CC(=C1)N1C(N(C(C1(C)C)=O)C1=CC(=C(C=C1)C#N)C(F)(F)F)=S